3-Methoxy-4-(prop-2-yn-1-ylamino)benzoic acid COC=1C=C(C(=O)O)C=CC1NCC#C